NC=1C=C(C=CC1Br)[C@H](CC(=O)OC(C)(C)C)C1CC1 |r| (±)-tert-butyl 3-(3-amino-4-bromophenyl)-3-cyclopropylpropionate